(R)-5-chloro-2-(4-((1-(2-fluoroethyl)piperidin-3-yl)amino)phthalazin-1-yl)phenol ClC=1C=CC(=C(C1)O)C1=NN=C(C2=CC=CC=C12)N[C@H]1CN(CCC1)CCF